5-((2-aminoethyl)carbamoyl)-1-methyl-1H-pyrazine NCCNC(=O)C=1N=CCN(C1)C